OC=1C=NC=C(C1)C#CC1(CCOCC1)OC1=CC=C(C=C1)OC(F)(F)F 3-hydroxy-5-((4-(4-(trifluoromethoxy)phenoxy)tetrahydro-2H-pyran-4-yl)ethynyl)pyridine